ClC1=NC=2CCN3C(=NC4=C(C=C(C=C4C3=O)F)[C@@H](C)N[S@](=O)C(C)(C)C)C2C=C1 (R)-N-[(1R)-1-(3-chloro-10-fluoro-8-oxo-5,6-dihydro-1,6-naphthyridino[5,6-b]quinazolin-12-yl)ethyl]-2-methyl-propane-2-sulfinamide